C(C)OC1=C(C=CC(=C1)OCC)C1=NC(=CC(=C1)C1=CC=C(C=C1)NC1=CC=C(C=C1)OCCCCCC)C1=C(C=C(C=C1)OCC)OCC 2,6-bis(2,4-diethyloxyphenyl)-4-(4-(4-hexyloxyphenyl)aminophenyl)pyridine